1-(3-(6,7-dichloro-2-(2-hydroxyacetyl)-2,3,4,5-tetrahydro-1H-pyrido[4,3-b]indol-9-yl)-1H-pyrazol-1-yl)-4-oxo-7,10,13,16-tetraoxa-3-azanonadecan-19-oic acid ClC1=C(C=C(C=2C3=C(NC12)CCN(C3)C(CO)=O)C3=NN(C=C3)CCNC(CCOCCOCCOCCOCCC(=O)O)=O)Cl